12-((3-carboxyacryl)oxy)octadecanoic acid C(=O)(O)C=CC(=O)OC(CCCCCCCCCCC(=O)O)CCCCCC